(S)-N-(2-Cyclopropyl-4-methyl-5-oxo-5,6,7,8-tetrahydro-4H-pyrazolo[1,5-a][1,3]diazepin-6-yl)-1-(2,4-difluorobenzyl)-1H-1,2,4-triazol-3-carboxamid C1(CC1)C1=NN2C(N(C([C@H](CC2)NC(=O)C2=NN(C=N2)CC2=C(C=C(C=C2)F)F)=O)C)=C1